N-(2-aminoethyl)-2-aminoethyl-N'-(2-aminoethyl)piperazine NCCN1C(CN(CC1)CCN)CCN